(5-(tert-butoxycarbonyl)-3,3a,4,5,6,7-hexahydro-1H-isochromeno[4,5-cd]azepin-8-yl)boronic acid C(C)(C)(C)OC(=O)N1CC2C3=C(CC1)C(=CC=C3COC2)B(O)O